ClC=1C=CC(=C(C(=O)OC)C1)NC1=C(C=NC2=CC=C(C=C12)Cl)C=1COCC1 methyl 5-chloro-2-[[6-chloro-3-(2,5-dihydrofuran-3-yl)-4-quinolyl]amino]benzoate